2-(4-biphenylyl)-5-phenyl-1,3,4-oxadiAzol C1(=CC=C(C=C1)C=1OC(=NN1)C1=CC=CC=C1)C1=CC=CC=C1